C(C)(C)(C)OC(=O)N[C@H]1C[C@@H]2[C@H](C[C@@H]3N(C1=O)[C@@H](CC3)C(=O)O)C2 (3S,6S,7aR,8aS,9aR)-6-((tert-butoxycarbonyl)amino)-5-oxodecahydro-1H-cyclopropa[d]pyrrolo[1,2-a]azocine-3-carboxylic acid